8,9-difluorothiopyrano[3,4-c]isochromene-1,6(2H,4H)-dione FC=1C(=CC=2C3=C(OC(C2C1)=O)CSCC3=O)F